(R)-1-((2-Chloro-4-(3-methylmorpholino)thieno[3,2-d]pyrimidin-7-yl)methyl)-3-methyl-Azetidine-3-ol ClC=1N=C(C2=C(N1)C(=CS2)CN2CC(C2)(O)C)N2[C@@H](COCC2)C